tert-butyl 6-(6-cyano-1H-indazol-3-yl)-2,3-dihydroindole-1-carboxylate C(#N)C1=CC=C2C(=NNC2=C1)C1=CC=C2CCN(C2=C1)C(=O)OC(C)(C)C